C(C=C)(=O)NC=1C=C(C=CC1)C=1C=C2C(=CN1)N(N=C2C(=O)N)COCC[Si](C)(C)C 5-[3-(prop-2-enoylamino)phenyl]-1-(2-trimethylsilylethoxymethyl)pyrazolo[3,4-c]pyridine-3-carboxamide